S(N)(OCC[C@@H]1OC2(O[C@H]1C1=CC=CC=C1)CCCCC2)(=O)=O 2-((2S,3S)-3-phenyl-1,4-dioxaspiro[4.5]decan-2-yl)ethyl sulfamate